2-((2-Fluoro-4-iodophenyl)amino)-1-methyl-1H-pyrrolo[2,3-b]pyridine-3-carboxylic acid perfluorophenyl ester FC1=C(C(=C(C(=C1F)F)F)F)OC(=O)C1=C(N(C2=NC=CC=C21)C)NC2=C(C=C(C=C2)I)F